NC1=C(OCC2=CC=C(C(=O)N[C@@H](C)C(=O)O)C=C2)C(=CC(=C1)Cl)Cl (4-((2-Amino-4,6-dichlorophenoxy)methyl)benzoyl)alanine